(7R,14R)-11-(3-cyclopropylprop-1-yn-1-yl)-1-(difluoromethoxy)-6-(methyl-d3)-6,7-dihydro-7,14-methanobenzo[f]benzo[4,5]imidazo[1,2-a][1,4]diazocin-5(14H)-one C1(CC1)CC#CC1=CC2=C(N=C3N2[C@H]2C4=C(C(N([C@@H]3C2)C([2H])([2H])[2H])=O)C=CC=C4OC(F)F)C=C1